COC(C1=C(C=C(C(=C1)F)C1=CC=CC=2CN(COC21)C(=O)C2=C(C=C(C=1N=C(N(C12)C)C)Br)Cl)N1C2COCC1CC2)=O 4-[3-(7-Bromo-5-chloro-2,3-dimethylbenzimidazole-4-carbonyl)-2,4-dihydro-1,3-benzoxazin-8-yl]-5-fluoro-2-(3-oxa-8-azabicyclo[3.2.1]oct-8-yl)benzoic acid methyl ester